1-(Cyclopenta-2,4-dien-1-yl)-2,2,2-trifluoroethan-1-one C1(C=CC=C1)C(C(F)(F)F)=O